10-cyclopropyl-6-fluoro-2-methyl-7-(6-(3-(piperidin-1-yl)propoxy)pyridin-3-yl)-9,10-dihydro-8-oxa-2,4,10a-triazanaphtho[2,1,8-cde]azulen-1(2H)-one C1(CC1)C1COC2=C3C4=C(N(C(N14)=O)C)C=NC3=CC(=C2C=2C=NC(=CC2)OCCCN2CCCCC2)F